2-((5-amino-4-methyl-1H-indazol-1-yl)methyl)-1,1,1,3,3,3-hexafluoropropan-2-ol NC=1C(=C2C=NN(C2=CC1)CC(C(F)(F)F)(C(F)(F)F)O)C